C1(=CC=CC=C1)C1=CC(=NC2=C3N=CC=C(C3=CC=C12)C1=CC=CC=C1)C1CCCCC1 4,7-diphenyl-2-cyclohexyl-1,10-phenanthroline